formylpyrazine-2-carboxylic acid C(=O)C=1C(=NC=CN1)C(=O)O